(3S,6S,10aS)-3-(((1H-pyrazolo[3,4-b]pyridin-5-yl)methyl)carbamoyl)-5-oxodecahydropyrrolo[1,2-a]azocin N1N=CC=2C1=NC=C(C2)CNC(=O)[C@@H]2CC[C@H]1N2C(CCCCC1)=O